(3-methylmorpholino)methylphenyl-2-oxo-6-(trifluoromethyl)-1,2-dihydropyridine-3-carboxamide CC1COCCN1CC1=C(C(N(C(=C1)C(F)(F)F)C1=CC=CC=C1)=O)C(=O)N